1-isopropyl-6-(2-methoxyethyl)-1H-pyrazolo[3,4-d]pyrimidin-4(7H)-one C(C)(C)N1N=CC2=C1NC(=NC2=O)CCOC